N1CC(OCC1)COC1=C(C=CC=C1)C1=CC(=NO1)NC=1N=CC(=NC1)C#N 5-(5-(2-(morpholin-2-ylmethoxy)phenyl)isoxazol-3-ylamino)pyrazine-2-carbonitrile